C(C=C)(=O)N1CC(C1)N1C(NC=2C(N(C=3N=C(C(=CC3C21)F)C2=CC(=CC1=CC=CC=C21)O)C2=CC=CC=C2)=O)=O 1-(1-acryloylazetidin-3-yl)-8-fluoro-7-(3-hydroxynaphthalen-1-yl)-5-phenyl-3,5-dihydro-1H-imidazo[4,5-c][1,8]naphthyridine-2,4-dione